FC=1C(=NC=CC1)C1=NN=C2N1C1=C(C=NC2C)C=CC=C1 3-fluoro-2-pyridyl-4-methyl-4H-[1,2,4]triazolo[4,3-a][1,4]benzodiazepine